C(=O)OC1(CCC(CC1)(OC=O)C)C 1,4-diformyloxydimethylcyclohexane